COC1=C(C=CC(=C1)OC)CNC=1N=CC2=C(N1)N(C(C(=C2)N2CCN(C1=C(C=CC=C21)C)C(=O)OCC2=CC=CC=C2)=O)C2=CC=C(C=C2)N2CCOCC2 benzyl 4-[2-[(2,4-dimethoxyphenyl)methylamino]-8-(4-morpholinophenyl)-7-oxo-pyrido[2,3-d]pyrimidin-6-yl]-8-methyl-2,3-dihydroquinoxaline-1-carboxylate